C(C)N1C=CC2=CC(=CC=C12)C(=O)NCC1=CC=C(C=C1)S(=O)(=O)CC 1-ethyl-N-(4-(ethylsulfonyl)benzyl)-1H-indole-5-carboxamide